3-chloro-4-(trifluoromethoxy)benzaldehyde ClC=1C=C(C=O)C=CC1OC(F)(F)F